(R)-5-((1-(5-(3-(Dimethylamino)pyrrolidin-1-yl)pyrimidin-2-yl)-1H-imidazol-4-yl)amino)pyrazine-2-carbonitrile CN([C@H]1CN(CC1)C=1C=NC(=NC1)N1C=NC(=C1)NC=1N=CC(=NC1)C#N)C